1-[(1R)-1-[bis(3,5-dimethylphenyl)phosphino]ethyl]-2-(di-1-naphthylphosphino)ferrocene CC=1C=C(C=C(C1)C)P([C@H](C)[C-]1C(=CC=C1)P(C1=CC=CC2=CC=CC=C12)C1=CC=CC2=CC=CC=C12)C1=CC(=CC(=C1)C)C.[CH-]1C=CC=C1.[Fe+2]